CCC(C(CC)=O)Cl methyl-4-chloropropione